ClC=1C(=C(C=CC1F)[C@@H](NC(=O)N1[C@@H](C(NCC1)=O)C1CC1)[C@@H]1C[C@H](C1)C(F)(F)F)F |o1:13| (R or S)-N-((S)-(3-chloro-2,4-difluorophenyl)(trans-3-(trifluoromethyl)cyclobutyl)methyl)-2-cyclopropyl-3-oxopiperazine-1-carboxamide